COCC1CC(=CCC1)C 4-(methoxymethyl)-2-methylcyclohexene